C(C)(C)(C)OC([C@@H](N(C(=O)OC(C)(C)C)P(=O)(OCC)OCC)CC1=CC=C(C=C1)O)=O diethoxyphosphoryl-N-(tert-butoxycarbonyl)-L-tyrosine tert-butyl ester